3-Chloro-6-methyl-1-(2-methylpyridin-3-yl)-7-(trifluoromethyl)quinoxaline-2(1H)-on ClC=1C(N(C2=CC(=C(C=C2N1)C)C(F)(F)F)C=1C(=NC=CC1)C)=O